C(C1=CC=CC=C1)(C1=CC=CC=C1)C1=CC=C(N)C(=C1)CC 4-benzhydryl-6-ethylaniline